tert-butyl 4-(4-(hydroxymethyl)-3,5-dimethoxyphenyl)piperazine-1-carboxylate OCC1=C(C=C(C=C1OC)N1CCN(CC1)C(=O)OC(C)(C)C)OC